[Si](C1=CC=CC=C1)(C1=CC=CC=C1)(C(C)(C)C)OC[C@@H]1NCCNC1 (R)-2-(((tert-butyldiphenylsilyl)oxy)methyl)piperazine